C(C)(C)(C)OC(=O)NCC=1C=C(C(=O)O)C=CC1 3-(((tert-butoxycarbonyl)amino)methyl)benzoic acid